1-amino-4-[4-hydroxyphenyl-amino]-9,10-dioxo-9,10-dihydro-anthracene-2-sulfonate NC1=C(C=C(C=2C(C3=CC=CC=C3C(C12)=O)=O)NC1=CC=C(C=C1)O)S(=O)(=O)[O-]